C1(CCCCC1)OC1=C2CC(C(C2=C(C=C1)SC(F)(F)F)O)(F)F 4-(cyclohexyloxy)-2,2-difluoro-7-(trifluoromethylsulfanyl)-2,3-dihydro-1H-inden-1-ol